C(C1=C(C(=CC(=C1)C(C)(C)CC(C)(C)C)N1N=C2C(=N1)C=CC=C2)O)C2=C(C(=CC(=C2)C(C)(C)CC(C)(C)C)N2N=C1C(=N2)C=CC=C1)O methylenebis[6-(2H-benzotriazole-2-yl)-4-tert-octylphenol]